2-([1,1'-biphenyl]-3-yl)-4-chloro-6-(phenyl-d5)-1,3,5-triazine C1(=CC(=CC=C1)C1=NC(=NC(=N1)Cl)C1=C(C(=C(C(=C1[2H])[2H])[2H])[2H])[2H])C1=CC=CC=C1